C(C)(C)(C)[Si](C)(C)OC1CC(C1)C#C tert-butyl-((1r,3r)-3-ethynylcyclobutoxy)dimethylsilane